deoxy-6-thioguanosine [C@@H]1(C[C@H](O)[C@@H](CO)O1)N1C=NC=2C(=S)NC(N)=NC12